ethyl 1-[4-[[3-(4-cyano-3-methoxy-phenoxy)-2,2,4,4-tetramethyl-cyclobutyl]carbamoyl]phenyl]piperidine-4-carboxylate C(#N)C1=C(C=C(OC2C(C(C2(C)C)NC(=O)C2=CC=C(C=C2)N2CCC(CC2)C(=O)OCC)(C)C)C=C1)OC